Cl.NC[C@@H]1[C@@H]([C@H](NC1)CN1C(C=2NC=3C=CC(=CC3C2C2=C(C1)C=CC=C2)F)=O)O 6-(((2R,3S,4S)-4-(aminomethyl)-3-hydroxypyrrolidin-2-yl)methyl)-11-fluoro-5,8-dihydrobenzo[5,6]azepino[3,4-b]indol-7(6H)-one hydrochloride salt